2,5-dimethylthiophene-3-carbonitrile CC=1SC(=CC1C#N)C